sodium 2-methyl-α-methoxyiminophenylacetate CC1=C(C=CC=C1)C(C(=O)[O-])=NOC.[Na+]